1-(tert-butoxycarbonyl)-3-(6-(4-chlorophenyl)-2-(1-methyl-1H-pyrazol-4-yl)-3-oxo-2,3-dihydropyridazine-4-carboxamido)pyrrolidine-3-carboxylic acid C(C)(C)(C)OC(=O)N1CC(CC1)(C(=O)O)NC(=O)C=1C(N(N=C(C1)C1=CC=C(C=C1)Cl)C=1C=NN(C1)C)=O